C[C@@H]1N(C[C@H](NC1)C)C=1C=2C(N(C(C1)=O)C)=CN(N2)CC#N (7-((2S,5R)-2,5-dimethylpiperazin-1-yl)-4-methyl-5-oxo-4,5-dihydro-2H-pyrazolo[4,3-b]pyridin-2-yl)acetonitrile